FC1(CNCCC1C1=CC=C(C=C1)NN1C(CCCC1=O)=O)F ((4-(3,3-difluoropiperidin-4-yl)phenyl)amino)piperidine-2,6-dione